O.O.O water-dihydrate